methyl (2S)-2-(benzyloxycarbonylamino)-3-[2-(tert-butoxycarbonylamino)ethoxy]propanoate C(C1=CC=CC=C1)OC(=O)N[C@H](C(=O)OC)COCCNC(=O)OC(C)(C)C